(S)-7-(4-(1-(methylsulfonyl)-piperidin-4-yl)phenyl)-N-(morpholin-2-ylmethyl)pyrido[3,4-b]pyrazin-5-amine monomalate C(C(O)CC(=O)O)(=O)O.CS(=O)(=O)N1CCC(CC1)C1=CC=C(C=C1)C1=CC=2C(=NC=CN2)C(=N1)NC[C@@H]1CNCCO1